vinyltri-methoxysilane C(=C)[Si](OC)(OC)OC